2-(4-(4-(4-(2,6-dioxopiperidin-3-yl)-3-fluorobenzyl)piperazin-1-yl)phenyl)-2H-indazole-7-carboxamide O=C1NC(CCC1C1=C(C=C(CN2CCN(CC2)C2=CC=C(C=C2)N2N=C3C(=CC=CC3=C2)C(=O)N)C=C1)F)=O